5-chloro-1'-[2-(3-ethenyl-4-methanesulfonylphenoxy)ethyl]-1,2-dihydrospiro[indole-3,4'-piperidin]-2-one ClC=1C=C2C(=CC1)NC(C21CCN(CC1)CCOC1=CC(=C(C=C1)S(=O)(=O)C)C=C)=O